BrC=1C(=C(C=CC1Cl)C1=CC=CC=C1)Cl bromo-2,4-dichloro-1,1'-biphenyl